ClC1(CC1)C(CN1C=NC=C1C#N)(CC1=CC(=CC=C1)F)O 3-[2-(1-chlorocyclopropyl)-3-(3-fluoro-phenyl)-2-hydroxy-propyl]imidazole-4-carbonitrile